C1(=CC=CC=C1)C#C phenylvinylen